C1(=CC=C(C=C1)C1OCCC(C1)C=1NCCN1)C1=CC=CC=C1 2-(2-([1,1'-biphenyl]-4-yl)tetrahydro-2H-pyran-4-yl)-4,5-dihydro-1H-imidazole